COC(C(N(C)CCC[Si](C)(OC)OC)([SiH3])C)(C)OC dimethoxy(methyl)(silyl)-N-(3-(dimethoxy(methyl)silyl)propyl)-N-methylpropan-1-amine